C(C)C(CC1=CC=C(C=2SC3=CC=CC=C3C(C12)=O)CC)C 2,4-diethylpropylthioxanthone